8-benzyl 2-(tert-butyl) 5-methyl-7-oxo-2,5-diazaspiro[3.4]octane-2,8-dicarboxylate CN1C2(CN(C2)C(=O)OC(C)(C)C)C(C(C1)=O)C(=O)OCC1=CC=CC=C1